C1(CC1)C([C@@H](C(=O)NC=1C=NN(C1)C(CC(F)F)C=1C(NC=CC1)=O)NC(=O)C=1N(N=CC1)C(C)C)C1CC1 N-[(1S)-1-(dicyclopropylmethyl)-2-[[1-[3,3-difluoro-1-(2-oxo-1H-pyridin-3-yl)propyl]pyrazol-4-yl]amino]-2-oxo-ethyl]-2-isopropyl-pyrazole-3-carboxamide